OCCN1C=2C3=C(NN=C3CCC1=O)C=CN2 6-(2-hydroxyethyl)-2,6,8,9-tetrahydro-7H-1,2,5,6-tetraazabenzo[cd]azulen-7-one